FC=1C=C2C3=C(NC2=C(C1)NC)N=C(N=C3N3CC1(CC1)[C@H](C3)NC(OC(C)(C)C)=O)CC=3C=NC(=NC3)C (R)-tert-butyl (5-(6-fluoro-8-(methylamino)-2-((2-methylpyrimidin-5-yl)methyl)-9H-pyrimido[4,5-b]indol-4-yl)-5-azaspiro[2.4]heptan-7-yl)carbamate